tetramethyl-diaminooctadiene CC(C(=C(C(=C(N)N)C)C)C)CCC